N-[3-(3-chloroacetylamino-propoxy)-benzyl]piperidine ClCC(=O)NCCCOC=1C=C(CN2CCCCC2)C=CC1